(E)-2-hydroxy-4-methoxy-6-(1-octen-1-yl)benzoic acid methyl ester COC(C1=C(C=C(C=C1\C=C\CCCCCC)OC)O)=O